C1(CCC1)=C1CCN(CC1)S(=O)(=O)C1=CC=C(C=C1)NC(C1=C(C=CC=C1)N(S(=O)(=O)C)C)=O N-(4-((4-cyclobutylidenepiperidin-1-yl)sulfonyl)phenyl)-2-(N-methylmethylsulfonamido)benzamide